N-[2-hydroxy-6-(benzylamino)phenyl]acetamide Methyl-3-bromo-4-(((1-((tert-butyldiphenylsilyl)oxy)cyclopropyl)methyl)amino)-5-nitrobenzoate COC(C1=CC(=C(C(=C1)[N+](=O)[O-])NCC1(CC1)O[Si](C1=CC=CC=C1)(C1=CC=CC=C1)C(C)(C)C)Br)=O.OC1=C(C(=CC=C1)NCC1=CC=CC=C1)NC(C)=O